BrC1=C(C(=C(C=C1)C)F)OCOCC 1-Bromo-2-(ethoxymethoxy)-3-fluoro-4-methylbenzene